2-{diphenyl-trimethylsilanyloxy-methyl}-pyrrolidine C1(=CC=CC=C1)C(C1NCCC1)(O[Si](C)(C)C)C1=CC=CC=C1